CCCC[Sn](CCCC)(CCCC)C1=CC=CC(=C1)C(=O)ON2C(=O)CCC2=O succinimidyl 3-(tri-n-butylstannyl)benzoate